F[C@H]1[C@@H](CN(C1)CC=1C=C2C=CC(=NC2=CC1)[C@H]1COCC1)OC=1C=C2CN(C(C2=CC1)=O)C1C(NC(CC1)=O)=O 3-(5-(((3R,4R)-4-Fluoro-1-((2-((S)-tetrahydrofuran-3-yl)quinolin-6-yl)methyl)pyrrolidin-3-yl)oxy)-1-oxoisoindolin-2-yl)piperidine-2,6-dione